COCCN1CCC(CC1)OC1=CC=C2C=NN=C(C2=C1)N[C@H](C)C1=C(C(=CC=C1)C(F)(F)F)C (R)-7-((1-(2-methoxyethyl)piperidin-4-yl)oxy)-N-(1-(2-methyl-3-(trifluoromethyl)phenyl)ethyl)phthalazin-1-amine